ClC1=CC(=C(C(=C1)C(C)C)NC(=O)NS(=O)(=O)N1CC(C(C(C1)C)C)C)C(C)C N-((4-Chloro-2,6-diisopropylphenyl)carbamoyl)-3,4,5-trimethylpiperidin-1-sulfonamid